C(C)(C)(C)C1=NC(=NO1)C(=O)NCC1=C(C=C(C=C1)C1=CC(=NC=C1)NC(=O)[C@@H]1[C@@H](C1)C(F)(F)F)C 5-(tert-butyl)-N-(2-methyl-4-(2-((1S,2R)-2-(trifluoromethyl)cyclopropane-1-carboxamido)pyridin-4-yl)benzyl)-1,2,4-oxadiazole-3-carboxamide